ClCC1=CC=C(C=C1)C1=NC=CC=C1OC(C)C 2-[4-(chloromethyl)phenyl]-3-isopropoxypyridine